C(C)N1CCNCCC1 1-ethyl-1,4-diazepane